[F-].C(CCC)[N+](CCCC)(CCCC)CCCC N,N,N,N-tetra-n-butylammonium fluoride